3-Glycylthiazolidine-4-carbonitrile HCl Cl.NCC(=O)N1CSCC1C#N